C(C1=CC=CC=C1)ON=C(CC[C@H](C(=O)OCC)NC(=O)OC(C)(C)C)CCl ethyl (2R)-5-[(benzyloxy)imino]-2-{[(tert-butoxy)carbonyl]amino}-6-chlorohexanoate